methyl-sulfanone CS=O